ClC1=CC=C(C=C1)C1=CC(=NN1CC1=CC=NC=C1)COC(C(=O)O)(C)C 2-[[5-(4-chlorophenyl)-1-(4-pyridylmethyl)pyrazol-3-yl]methoxy]-2-methyl-propanoic acid